(1R,2S)-(-)-2-amino-1-cyclopentanecarboxylic acid N[C@@H]1[C@@H](CCC1)C(=O)O